(2S)-2-[(5Z)-5-[[4-[(E)-3-(4-Acetamidophenyl)-3-oxoprop-1-enyl]phenyl]methylidene]-4-oxo-2-sulfanylidene-1,3-thiazolidin-3-yl]-3-phenylpropanoic acid C(C)(=O)NC1=CC=C(C=C1)C(/C=C/C1=CC=C(C=C1)\C=C/1\C(N(C(S1)=S)[C@H](C(=O)O)CC1=CC=CC=C1)=O)=O